ClCC1=NC2=C(N1COCC[Si](C)(C)C)C=CC(=C2F)F 2-(chloromethyl)-4,5-difluoro-1-{[2-(trimethylsilyl)ethoxy]methyl}-1H-benzimidazole